BrC=1C=NN(C1)C1=CC=C(COC=2C(C=C(OC2)CN2CC3=CC=CC=C3C2)=O)C=C1 5-((4-(4-bromo-1H-pyrazol-1-yl)benzyl)oxy)-2-(isoindolin-2-ylmethyl)-4H-pyran-4-one